NC1=NC=CC=C1C1=NC=2C(=NC(=CC2)/C(/N)=N/O)N1C=1C=C2CC[C@@H](C2=CC1)NC(OC(C)(C)C)=O tert-butyl N-[(1S)-5-[2-(2-aminopyridin-3-yl)-5-[(Z)-N'-hydroxycarbamimidoyl]imidazo[4,5-b]pyridin-3-yl]-2,3-dihydro-1H-inden-1-yl]carbamate